1-(2-Chlorobenzoyl)-N-[(5-chlorothiophen-2-yl)methyl]-3-[1-(pyrrolidin-1-sulfonyl)azetidin-3-yl]-1H-pyrazol-5-amin ClC1=C(C(=O)N2N=C(C=C2NCC=2SC(=CC2)Cl)C2CN(C2)S(=O)(=O)N2CCCC2)C=CC=C1